C1(CC1)C[C@H]1[C@@H]([C@@H]2[C@H](N([C@H]1CC2)C(=O)OC(C)(C)C)C(=O)OCC2=CC=CC=C2)F 3-Benzyl 2-tert-butyl (1S,3S,4S,5S,6R)-6-(cyclopropylmethyl)-5-fluoro-2-azabicyclo[2.2.2]octane-2,3-dicarboxylate